[C-](S(=O)(=O)C(F)(F)F)(S(=O)(=O)C(F)(F)F)S(=O)(=O)C(F)(F)F.C(CCCCC)N1C=[N+](C=C1)C 1-hexyl-3-methylimidazolium tris(trifluoromethylsulfonyl)methide